C(#N)CC1(CC1)CNC(OC(C)(C)C)=O tert-Butyl ((1-(cyanomethyl)cyclopropyl)methyl)carbamate